C1(CC[C@@H](C)O1)=S (R)-(γ-thiovalerolactone)